P(=O)(OCCCCCCCCCCCC)(OCCCO)[O-] lauryl hydroxypropyl phosphate